NC1=NC=NC=2N(C3=C(C=C(C=C3C21)C2=CC=NC=C2)C)CC(=O)O 2-(4-amino-8-methyl-6-(pyridin-4-yl)-9H-pyrimido[4,5-b]indol-9-yl)acetic acid